ClC=1C=C(C=CC1F)NC(N([C@@H](C)C1=CNC(C2=CC=CC=C12)=O)CCCC#N)=O (S)-3-(3-chloro-4-fluorophenyl)-1-(3-cyanopropyl)-1-(1-(1-oxo-1,2-dihydro-isoquinolin-4-yl)ethyl)urea